FC1([C@@H](CC1)N1C=C(C(=CC1=O)NC1[C@H]2CN(C[C@@H]1CC2)C)C(=O)N[C@H](C)C2=C(C(=CC=C2)C(F)F)F)F 1-((R)-2,2-difluorocyclobutyl)-N-((R)-1-(3-(difluoromethyl)-2-fluorophenyl)ethyl)-4-(((1R,5S,8r)-3-methyl-3-azabicyclo[3.2.1]octan-8-yl)amino)-6-oxo-1,6-dihydropyridine-3-carboxamide